tert-butyl ((1R,5S,8r)-3-(5-bromo-1,3,4-thiadiazol-2-yl)-3-azabicyclo[3.2.1]octan-8-yl)carbamate BrC1=NN=C(S1)N1C[C@H]2CC[C@@H](C1)C2NC(OC(C)(C)C)=O